1-Boc-4-propylaminopiperidine C(=O)(OC(C)(C)C)N1CCC(CC1)NCCC